7-(4-methylphenyl)-2-oxa-7-azaspiro[4.4]nonane-1,6-dione CC1=CC=C(C=C1)N1C(C2(CCOC2=O)CC1)=O